2-((4-Hydroxyphenyl)amino)-N-phenylacetamide OC1=CC=C(C=C1)NCC(=O)NC1=CC=CC=C1